ClC1=NC=C(C(=C1)N1C[C@H](C[C@H](C1)F)NC(OC(C)(C)C)=O)I tert-butyl N-[(3S,5R)-1-(2-chloro-5-iodo-4-pyridyl)-5-fluoro-3-piperidyl]carbamate